6-((2-aminopyrimidin-5-yl)methyl)-N-(5-(1,1,1-trifluoro-2-methylpropan-2-yl)isoxazol-3-yl)-4,5,6,7-tetrahydrothieno[2,3-c]pyridine-3-carboxamide NC1=NC=C(C=N1)CN1CC2=C(CC1)C(=CS2)C(=O)NC2=NOC(=C2)C(C(F)(F)F)(C)C